(3S)-4-(1,1-dioxo-1,4-thiazinan-4-yl)-3-(9H-fluoren-9-ylmethoxycarbonyl-amino)-4-oxobutanoic acid O=S1(CCN(CC1)C([C@H](CC(=O)O)NC(=O)OCC1C2=CC=CC=C2C=2C=CC=CC12)=O)=O